2-(4-methylpyrimidin-2-ylamino)-4-(phenylamino)pyrimidine-5-carboxamide CC1=NC(=NC=C1)NC1=NC=C(C(=N1)NC1=CC=CC=C1)C(=O)N